cyclohexane-1,3-diyldimethanol C1(CC(CCC1)CO)CO